FC(C(=O)O)(F)F.FC1=C(C=CC(=C1)F)S(=O)(=O)NC=1C(=NC=C(C1)C=1C=C2C(=CN=CC2=CC1)N1CCNCC1)OC 2,4-difluoro-N-(2-methoxy-5-(4-(piperazine-1-yl)isoquinoline-6-yl)pyridine-3-yl)benzenesulfonamide trifluoroacetate